hexyl aminolevulinate (hexylaminolevulinate) C(CCCCC)NC(C(=O)O)CC(=O)C.NC(C(=O)OCCCCCC)CC(=O)C